5-(2-(isobutylamino)-7H-pyrrolo[2,3-d]pyrimidin-5-yl)-N-(tetrahydro-2H-pyran-4-yl)pyrazolo[1,5-a]pyridine-3-carboxamide C(C(C)C)NC=1N=CC2=C(N1)NC=C2C2=CC=1N(C=C2)N=CC1C(=O)NC1CCOCC1